CN1C(=NC2=C(C1=O)C=NN2C2OCCCC2)N2CC1(CN(C1)C1=NC(=NC(=C1)C(F)(F)F)C)CC2 5-methyl-6-(2-(2-methyl-6-(trifluoromethyl)pyrimidin-4-yl)-2,6-diazaspiro[3.4]octan-6-yl)-1-(tetrahydro-2H-pyran-2-yl)-1,5-dihydro-4H-pyrazolo[3,4-d]pyrimidin-4-one